(3S,5S,8R,9S,10S,13S,14S,17S)-10,13-dimethyl-2,3,4,5,6,7,8,9,11,12,14,15,16,17-tetradecahydro-1H-cyclopenta[a]phenanthrene-3,17-diol C[C@]12[C@H]3CC[C@@]4([C@H](CC[C@H]4[C@@H]3CC[C@H]2C[C@H](CC1)O)O)C